triethoxyisobutyl-silane C(C)O[Si](CC(C)C)(OCC)OCC